butyl (((2S,3R,4S)-3-((benzyloxy)methyl)-4-(6-carbamoyl-2-fluoro-3-methoxyphenyl)-5-chloro-6-fluoro-2-phenyl-2,3-dihydrobenzofuran-2-yl)methyl)(methyl)carbamate C(C1=CC=CC=C1)OC[C@@H]1[C@](OC2=C1C(=C(C(=C2)F)Cl)C2=C(C(=CC=C2C(N)=O)OC)F)(C2=CC=CC=C2)CN(C(OCCCC)=O)C